[4-(1,3-dioxoisoindolin-2-yl)cyclohexyloxy]Piperidine-1-carboxylic acid phenylmethyl ester C1(=CC=CC=C1)COC(=O)N1C(CCCC1)OC1CCC(CC1)N1C(C2=CC=CC=C2C1=O)=O